3-[5-(4-benzyl-1,3-thiazol-2-yl)-2-chloropyrrolo[2,3-d]pyrimidin-7-yl]-5-(1-methylpiperidin-3-yl)cyclopentane-1,2-diol C(C1=CC=CC=C1)C=1N=C(SC1)C1=CN(C=2N=C(N=CC21)Cl)C2C(C(C(C2)C2CN(CCC2)C)O)O